FC=1C=C(C=C(C1)F)N1N=C(C=C(C1=O)C(=O)NC[C@@H](C(C)C)O)C1=CC=C(C=C1)C 2-(3,5-difluorophenyl)-N-[(2R)-2-hydroxy-3-methylbutyl]-6-(4-methylphenyl)-3-oxo-2,3-dihydropyridazine-4-carboxamide